2,2-dipiperazinylacetophenone N1(CCNCC1)C(C(=O)C1=CC=CC=C1)N1CCNCC1